CC(C)(CCCC(C)C)OC(C=CC1=CC=CC=C1)=O 2,6-Dimethylheptan-2-ylcinnamat